silaneselon [SiH2]=[Se]